FC=1C=CC(=C2C=NN(C12)C)OC1=CC=C(C=C1)C1=NC(=CC(=N1)C(=O)N)N[C@@H]1C(NCC1)=O (S)-2-(4-((7-fluoro-1-methyl-1H-indazol-4-yl)oxy)phenyl)-6-((2-oxopyrrolidin-3-yl)amino)pyrimidine-4-carboxamide